C(C)N1C2=CC=CC=C2C=2C=C(C=CC12)C(=O)NC(C1=CC=C(C=C1)S(NC)(=O)=O)=O 9-ethyl-N-(4-(N-methylsulfamoyl)benzoyl)-9H-carbazole-3-carboxamide